2-(heptadec-16-yn-1-ylthio)ethyl hydrogen ((((R)-1-(6-amino-9H-purin-9-yl)propan-2-yl)oxy)methyl)phosphonate NC1=C2N=CN(C2=NC=N1)C[C@@H](C)OCP(OCCSCCCCCCCCCCCCCCCC#C)(O)=O